rac-(2R,4R)-1-(2'-ethoxy-6-(((R)-1-methylpyrrolidin-3-yl)carbamoyl)-[2,3'-bipyridin]-5-yl)-2-ethylpiperidin-4-yl methanesulfonate CS(=O)(=O)O[C@H]1C[C@H](N(CC1)C=1C=CC(=NC1C(N[C@H]1CN(CC1)C)=O)C=1C(=NC=CC1)OCC)CC |&1:5,7|